2-(((9-((2R,4S,5R)-4-acetoxy-5-(((tert-butyldiphenylsilyl)oxy)methyl)-5-ethynyltetrahydrofuran-2-yl)-2-fluoro-9H-purin-6-yl)carbamoyl)oxy)-3-(nonyloxy)propyl nonanoate C(CCCCCCCC)(=O)OCC(COCCCCCCCCC)OC(NC1=C2N=CN(C2=NC(=N1)F)[C@@H]1O[C@]([C@H](C1)OC(C)=O)(C#C)CO[Si](C1=CC=CC=C1)(C1=CC=CC=C1)C(C)(C)C)=O